ClC1=NC(=C2N=CN(C2=N1)CC)N[C@@H]1CN(C[C@H]1F)C(=O)OC(C)(C)C |r| rac-tert-butyl (3R,4R)-3-((2-chloro-9-ethyl-9H-purin-6-yl)-amino)-4-fluoropyrrolidine-1-carboxylate